C(C=CC1=CC=CC=C1)(=O)O.OCC[N+](C)(C)C Choline Cinnamic Acid